(2R)-2-({8-[Cholest-5-en-3-yloxy]octyl}oxy)-N,N-dimethyl-3-[(9z,12z)-octadecane-9,12-dien-1-yloxy]propan-1-amine CC(C)CCC[C@@H](C)[C@H]1CC[C@H]2[C@@H]3CC=C4CC(CC[C@]4(C)[C@H]3CC[C@]12C)OCCCCCCCCO[C@H](CN(C)C)COCCCCCCCC\C=C/C\C=C/CCCCC